C1N(CCC2=CC=CC=C12)C1CC(CC1O)NC1=CC(=NC=N1)NC1CCNCC1 4-((6-((3-(3,4-Dihydroisoquinolin-2(1H)-yl)-4-hydroxycyclopentyl)amino)pyrimidin-4-yl)amino)piperidine